ethyl 1-(2-oxoethyl)-1H-pyrazole-3-carboxylate O=CCN1N=C(C=C1)C(=O)OCC